C(C1=CC=CC=C1)(=O)N1C=2C3=C(N(C=C3CCC1)[C@H]1[C@H](O[Si](C)(C)C(C)(C)C)[C@H](OC3OCCCC3)[C@H](O1)COC1OCCCC1)N=CN2 6-Benzoyl-2-{2-O-[tert-butyl-(dimethyl)silyl]-3,5-bis-O-(tetrahydropyran-2-yl)-β-D-ribofuranosyl}-6,7,8,9-tetrahydro-2H-2,3,5,6-tetraazabenzo[cd]azulene